C(C)(C)C1(C(NC2=CC=CC=C12)=S)C(C)C diisopropyl-indoline-2-thione